6-chloro-1-(4-fluoro-2-methylphenyl)-3-(4-methyl-2-oxo-1,2-dihydropyrimidin-5-yl)-2,3-dihydro-quinazolin-4(1H)-one ClC=1C=C2C(N(CN(C2=CC1)C1=C(C=C(C=C1)F)C)C=1C(=NC(NC1)=O)C)=O